[Na].FS(=N)F.[Na] sodium difluorosulfimide sodium